N1C(C2(C=3C1=NC=CC3)CCNCC2)=O spiro[piperidine-4,3'-pyrrolo[2,3-b]pyridine]-2'(1'H)-one